BrC=1C=C(C(=O)OC)C=CC1OCC(CC=C)C1CC1 methyl 3-bromo-4-((2-cyclopropylpent-4-en-1-yl)oxy)benzoate